C(CCC)NC(=O)N1C=NC2=C1C=C(C=C2)OC N-butyl-6-methoxy-1H-benzo[d]Imidazole-1-carboxamide